5-(1H-imidazole-1-yl)-2-aminopyridine N1(C=NC=C1)C=1C=CC(=NC1)N